2-(difluoromethyl)-8-(2-(difluoromethyl)pyridin-4-yl)imidazo[1,2-a]pyridine FC(C=1N=C2N(C=CC=C2C2=CC(=NC=C2)C(F)F)C1)F